(S)-(+)-Mandelic acid methyl ester COC([C@@H](O)C1=CC=CC=C1)=O